(1R)-N-(7-chloro-6-(1-(5R-cyclopropyl-3R-methyltetrahydrofuran-3-yl)piperidin-4-yl)isoquinolin-3-yl)-6-oxaspiro[2.5]octane-1-carboxamide ClC1=C(C=C2C=C(N=CC2=C1)NC(=O)[C@@H]1CC12CCOCC2)C2CCN(CC2)[C@]2(CO[C@H](C2)C2CC2)C